1-{4-[(5-chloropyrimidin-2-yl)oxy]-3-methylphenyl}-3-(oxetane-3-carbonyl)urea ClC=1C=NC(=NC1)OC1=C(C=C(C=C1)NC(=O)NC(=O)C1COC1)C